5-chloro-3-(4-phenoxyphenyl)-3,4-dihydropyrimido[4,5-d]pyrimidin-2(1H)-one ClC1=C2C(=NC=N1)NC(N(C2)C2=CC=C(C=C2)OC2=CC=CC=C2)=O